ClC1=C(C=CC=C1)C(C(F)(F)F)=O 1-(2-Chlorophenyl)-2,2,2-trifluoroethan-1-on